FC1=C(CC(C(=O)N)(C)C)C=CC(=C1C=1NC(C=C(N1)C=1C=NC(=CC1)OCCOC(C)C)=O)C(F)(F)F (2-fluoro-3-{4-[6-(2-isopropoxyethoxy)pyridin-3-yl]-6-oxo-1,6-dihydropyrimidin-2-yl}-4-(trifluoromethyl)benzyl)isobutyramide